NC1=CC(=C(C=C1)C(=O)C1=CC=C(C=C1)N)CCC (4-amino-2-propylphenyl)(4-aminophenyl)methanone